1-(6-(1,3-dimethyl-1H-pyrazol-4-yl)pyrazin-2-yl)-3,3-difluoro-4-(4-fluorophenyl)piperidin-4-ol CN1N=C(C(=C1)C1=CN=CC(=N1)N1CC(C(CC1)(O)C1=CC=C(C=C1)F)(F)F)C